ClC1=CC=C2C(=CNC2=C1C#N)S(=O)(=O)NC1=NC=C(C(=N1)OC)CC(F)F 6-chloro-7-cyano-N-[5-(2,2-difluoroethyl)-4-methoxy-pyrimidin-2-yl]-1H-indole-3-sulfonic acid amide